COC1=C(C=C(C=C1)C=1C=C2C(NC(=NC2=CC1)C)=O)CC(=O)N(C)C 2-(2-methoxy-5-(2-methyl-4-oxo-3,4-dihydro-quinazolin-6-yl)phenyl)-N,N-dimethylacetamide